chlorotrimethylethyl acrylate C(C=C)(=O)OC(C(C)(C)C)Cl